(1-isopropyl-1H-pyrazol-3-yl)-3-phenyl-1H-pyrrole-2-carboxylic acid methyl ester COC(=O)C=1N(C=CC1C1=CC=CC=C1)C1=NN(C=C1)C(C)C